BrC1=C2CCN(C2=CC=C1)C1C(NC(CC1)=O)=O 3-(4-bromoindolin-1-yl)piperidine-2,6-dione